5-[4-amino-5-(trifluoromethyl)pyrrolo[2,1-f][1,2,4]triazin-7-yl]-N-[(3R,4S)-1-[2-(3,3-difluorocyclobutyl)acetyl]-4-fluoropyrrolidin-3-yl]-2-methoxypyridine-3-carboxamide NC1=NC=NN2C1=C(C=C2C=2C=C(C(=NC2)OC)C(=O)N[C@@H]2CN(C[C@@H]2F)C(CC2CC(C2)(F)F)=O)C(F)(F)F